P(=O)(OC[C@H]1O[C@H]([C@@H]([C@@H]1O)O)[N+]1=CC(=CC=C1)C(N)=O)([O-])[O-].[Li+] Lithium ((2R,3S,4R,5R)-5-(3-carbamoylpyridin-1-ium-1-yl)-3,4-dihydroxytetrahydrofuran-2-yl)methyl phosphate